N1-(4-(tert-butyl)-2-chlorophenyl)cyclohexane-1,4-diamine C(C)(C)(C)C1=CC(=C(C=C1)NC1CCC(CC1)N)Cl